COC1=CC=C(C=C1)C1C2(CC1(C2)C(=O)OC)C(=O)OC Dimethyl 2-(4-methoxyphenyl)bicyclo[1.1.1]pentane-1,3-dicarboxylate